1,2-Diamino-3-(1-methyl-1H-pyrazol-4-yl)-5-(4-chlorophenyl)pyrazine-1-ium mesitylenesulfonate C1(=C(C(=CC(=C1)C)C)S(=O)(=O)[O-])C.N[N+]1=C(C(=NC(=C1)C1=CC=C(C=C1)Cl)C=1C=NN(C1)C)N